FC1=CC2=C(N=C(S2)[C@H]2N(CCC3=C2N=CN3)C(=O)C=3C=NN2C3C=CC=C2)C=C1 (S)-(4-(6-fluorobenzo[d]thiazol-2-yl)-6,7-dihydro-1H-imidazo[4,5-c]pyridin-5(4H)-yl)(pyrazolo[1,5-a]pyridin-3-yl)methanone